C(C)C(CC1(C(CCCC1)(C(=O)O)CC(CCCC)CC)C(=O)O)CCCC di(2-ethylhexyl)1,2-cyclohexanedicarboxylic acid